N1(CCCCC1)C(C)=O piperidin-1-yl-ethan-1-one